C12C=CC(=C3C(C=CC=C13)=O)C2 1,4-Methanonaphthalen-5(1H)-one